C(C)(C)(C)OC(=O)N1C[C@H](OCCC1)C(N[C@@H](CC)\C=C\C(=O)N1CCC2=CC=CC=C12)=O.CC=1OC(=CN1)C1OC(C(O1)(C)C)(C)C 2-methyl-5-(4,4,5,5-tetramethyl-1,3-dioxolan-2-yl)oxazole tert-butyl-(2S)-2-{[(3S,4E)-6-(2,3-dihydro-1H-indol-1-yl)-6-oxohex-4-en-3-yl]carbamoyl}-1,4-oxazepane-4-carboxylate